C(CCCCCCCCCCC)(=O)[O-].[Sn+] tin monolaurate